4-(4-((4-cyclobutoxypiperidin-1-yl)methyl)benzylamino)-2-(2,6-dioxopiperidin-3-yl)isoindoline-1,3-dione C1(CCC1)OC1CCN(CC1)CC1=CC=C(CNC2=C3C(N(C(C3=CC=C2)=O)C2C(NC(CC2)=O)=O)=O)C=C1